ClC=1N=C2C(=C(C(N(C2=CC1)C)=O)C#N)N1CCC(CC1)(O)CC1=CC=C(C=C1)Cl 6-chloro-4-{4-[(4-chlorophenyl)methyl]-4-hydroxypiperidin-1-yl}-1-methyl-2-oxo-1,2-dihydro-1,5-naphthyridine-3-carbonitrile